[C@H]12CN(C[C@H](CC1)N2)C=2C1=C(N=C(N2)OCC23CCCN3CCC2)CN(CC1)C1=CC=C(C2=CC=CC=C12)Br 4-((1R,5S)-3,8-diazabicyclo[3.2.1]octan-3-yl)-7-(4-bromonaphthalen-1-yl)-2-((hexahydro-1H-pyrrolizin-7a-yl)methoxy)-5,6,7,8-tetrahydropyrido[3,4-d]pyrimidine